C1(CCCCC1)ON1C(CC(CC1(C)C)CCCCNN1CN=CN=C1)(C)C N-(1-cyclohexyloxy-2,2,6,6-tetramethylpiperidin-4-yl)butylamino-1,3,5-triazin